N-(azetidin-3-yl)-4-[2-chloro-4-[[1-methyl-5-[1-prop-2-enyl-3-(trifluoromethyl)pyrazol-4-yl]imidazole-2-carbonyl]amino]benzoyl]piperazine-1-carboxamide N1CC(C1)NC(=O)N1CCN(CC1)C(C1=C(C=C(C=C1)NC(=O)C=1N(C(=CN1)C=1C(=NN(C1)CC=C)C(F)(F)F)C)Cl)=O